6,6'-(6-mesityl-1,3,5-triazine-2,4-diyl)bis(3-((11-hydroxyundecyl)oxy)phenol) C1(=C(C(=CC(=C1)C)C)C1=NC(=NC(=N1)C1=CC=C(C=C1O)OCCCCCCCCCCCO)C1=CC=C(C=C1O)OCCCCCCCCCCCO)C